N6-methyl-7-deazaadenosine CNC=1C=2C=CN([C@H]3[C@H](O)[C@H](O)[C@@H](CO)O3)C2N=CN1